FC(C=1OC(=CC1C(=O)NC1=NC(=NS1)CC(C(F)(F)F)(C)O)C1=CC(=CC=C1)OC)(F)F 2-(trifluoromethyl)-5-(3-methoxyphenyl)-N-(3-(3,3,3-trifluoro-2-hydroxy-2-methylpropyl)-1,2,4-Thiadiazol-5-yl)furan-3-carboxamide